NC(CCN(NC([C@H](CC(C)C)NC(OCC1=CC=CC=C1)=O)=O)C(COC1=CC=C(C=C1)[N+](=O)[O-])=O)=O (S)-benzyl (1-(2-(3-amino-3-oxopropyl)-2-(2-(4-nitrophenoxy)acetyl)hydrazinyl)-4-methyl-1-oxopentan-2-yl)carbamate